C(C=C)(=O)ON1C(CCC1=O)=O acrylic acid, succinimidyl ester